C(C#C)N1NNN=C1 N-prop-2-ynyl-2H-tetrazole